Cl.NCCC(=O)N1CCN(CC1)C1=NC=C(C#N)C=C1 6-(4-(3-aminopropionyl)piperazin-1-yl)nicotinonitrile hydrochloride